di-tert-octyldecylcarbodiimide C(C)(C)(CC(C)(C)C)C(CCCCCCCCC)(N=C=N)C(C)(C)CC(C)(C)C